(Aminomethyl)-5-fluoro-N-(2-methoxyphenyl)aniline 3-(cyclohexylamino)-2-hydroxy-1-propanesulfonate C1(CCCCC1)NCC(CS(=O)(=O)O)O.NCN(C1=CC=CC(=C1)F)C1=C(C=CC=C1)OC